N[C@@H]1CC[C@H](CC1)OC=1C=CC2=C(\C(\C(C=3C(=NC=NC23)N)(C)C)=N/OCCN(C)C)C1 (6Z)-8-(trans-4-aminocyclohexyloxy)-6-[2-(dimethylamino)ethoxyimino]-5,5-dimethyl-benzo[h]quinazolin-4-amine